NC=1C=2N(C3=CC(=C(C=C3N1)F)C(=O)N1[C@@H]3[C@H](O[C@@H](C1)C)CC=1C=C(C(=CC13)F)C(F)F)C=NC2 (4-amino-7-fluoroimidazo[1,5-a]quinoxalin-8-yl)((2R,4aS,9aR)-7-(difluoromethyl)-6-fluoro-2-methyl-2,3,9,9a-tetrahydroindeno[2,1-b][1,4]oxazin-4(4aH)-yl)methanone